S(=S)(=O)([O-])[O-].[Au+3].[Na+].[Na+] disodium gold thiosulphate